ClC1=C(C=CC=C1C1=NC=CC(=C1Cl)C1=NC(=C(C=C1)CNC[C@H]1NC(CC1)=O)OC)NC=1C(=C(CN2CC3(C2)NC(CC3)=O)C=CC1)F (S)-2-(3-((2-Chloro-3-(3'-chloro-6-methoxy-5-((((5-oxopyrrolidin-2-yl)methyl)amino)methyl)-[2,4'-bipyridin]-2'-yl)phenyl)amino)-2-fluorobenzyl)-2,5-diazaspiro[3.4]octan-6-one